(R or S)-2-(2-fluoro-3-(trifluoromethyl)phenyl)-N-(5-fluoro-6-(4-(morpholin-2-yl)-1H-imidazol-1-yl)pyridin-3-yl)acetamide FC1=C(C=CC=C1C(F)(F)F)CC(=O)NC=1C=NC(=C(C1)F)N1C=NC(=C1)[C@H]1CNCCO1 |o1:27|